tetra-normal hexylphosphonium bromide [Br-].C(CCCCC)[P+](CCCCCC)(CCCCCC)CCCCCC